N-(3-Cyano-6-(2,6-difluorobenzyl)-4,5,6,7-tetrahydrothieno[2,3-c]pyridin-2-yl)-2-(4-sulfamoylphenyl)acetamid C(#N)C1=C(SC=2CN(CCC21)CC2=C(C=CC=C2F)F)NC(CC2=CC=C(C=C2)S(N)(=O)=O)=O